[N+](=O)([O-])C=1C=C(C=C(C1)C(F)(F)F)[C@@H](C)NC(=O)C1CN(C(C=C1)=O)C1=CC(=CC=C1)N[C@@H](C(F)(F)F)C N-[(1R)-1-[3-nitro-5-(trifluoromethyl)phenyl]ethyl]-6-oxo-1-[3-[[(2R)-1,1,1-trifluoropropan-2-yl]amino]phenyl]dihydropyridine-3-carboxamide